(2S)-N-[(2S,3R,4R,5S,6S)-4,5-dihydroxy-2-methyl-6-(7H-purin-6-ylamino)tetrahydropyran-3-yl]pyrrolidine-2-carboxamide O[C@@H]1[C@H]([C@@H](O[C@@H]([C@H]1O)NC1=C2NC=NC2=NC=N1)C)NC(=O)[C@H]1NCCC1